CC(CC1=CC=CC=C1)(C)O α,α-dimethylphenylethyl alcohol